C(#N)C1=CC(=NC=C1)N1C=C(C2=C1N=CN=C2N2[C@@H](CN(CC2)C(=O)OC(C)(C)C)C)C2=C(C=CC=C2)F tert-butyl (R)-4-(7-(4-cyanopyridin-2-yl)-5-(2-fluorophenyl)-7H-pyrrolo[2,3-d]pyrimidin-4-yl)-3-methylpiperazine-1-carboxylate